[Si](C)(C)(C(C)(C)C)O[C@@H]1C=C(O[C@H]1N1C(NC(C(=C1)C)=O)=O)CO[P@](=O)(OC1=CC=CC=C1)N[C@@H](C)C(=O)OC(C)C Isopropyl ((S)-(((4R,5R)-4-((tert-butyldimethylsilyl)oxy)-5-(5-methyl-2,4-dioxo-3,4-dihydropyrimidin-1(2H)-yl)-4,5-dihydrofuran-2-yl)methoxy)(phenoxy)phosphoryl)-L-alaninate